C(C)(C)(C)OC(=O)N1CCN(CC1)C(C1=C(C(=C(C=C1OC)C)SC1=CN=C(S1)NC(=O)C1CC1)F)=O 4-(3-((2-(cyclopropanecarboxamido)thiazol-5-yl)thio)-2-fluoro-6-methoxy-4-methylbenzoyl)piperazine-1-carboxylic acid tert-butyl ester